S1C(=CC=C1)CN(C(=O)OCCOC=1C=CC=C(C1)N(C)C)CC=1SC=CC1 5-[bis(thienylmethyl)aminocarbonyloxyethoxy]dimethylaminobenzene